dihydro-1,7-naphthyridine N1CC=CC2=CC=NC=C12